4-(2-amino-6-methylpyrimidin-4-yl)-1,4-oxazepan NC1=NC(=CC(=N1)N1CCOCCC1)C